(1-ethyl-5-{4-[(4-methoxyphenyl)methyl]-4H-1,2,4-triazol-3-yl}-1H-pyrazol-3-yl)methanol C(C)N1N=C(C=C1C1=NN=CN1CC1=CC=C(C=C1)OC)CO